C1(CC1)S(=O)(=O)NC1=NC=CC(=N1)C(C(=O)NC1=CC=C(C=C1)C=1C=NC=C(C1)F)(C)C 2-(2-(cyclopropanesulfonamido)pyrimidin-4-yl)-N-(4-(5-fluoropyridin-3-yl)phenyl)-2-methylpropanamide